(2R,4S)-1-Pyrrolidinecarboxylic acid N1(CCCC1)C(=O)O